C(C)(C)(C)C=1C=C(C=CC1)C1CC2(C1)CCN(CC2)C(=O)C2CC1(C2)NC(CC1)=O (2r,4s)-2-(2-(3-(tert-butyl)phenyl)-7-azaspiro[3.5]nonane-7-carbonyl)-5-azaspiro[3.4]octan-6-one